C(C)(=O)O[C@@H]1[C@H](O[C@@H]([C@H]([C@H]1OC(C)=O)OC(C)=O)SC1=CC=C(C=C1)NC(=O)NCCCCC#C)CCP(O)(O)=O (2-((2R,3R,4S,5S,6R)-3,4,5-triacetoxy-6-((4-(3-(hex-5-yn-1-yl)ureido)phenyl)thio)tetrahydro-2H-pyran-2-yl)ethyl)phosphonic acid